FC1=CC=C(C(=O)N[C@H](C(NC2=CC=C(C=C2)S(NC(C(F)(F)F)(C)C)(=O)=O)=O)CC2=CC=CC=C2)C=C1 (S)-4-fluoro-N-(1-oxo-3-phenyl-1-(4-(N-(1,1,1-trifluoro-2-methylpropan-2-yl)sulfamoyl)phenylamino)propan-2-yl)benzamide